C(CC)C=1C=C(C=CC1C=C)O 3-propyl-4-vinylphenol